2-(6-{5-chloro-2-[(oxacyclohex-4-yl)amino]pyrimidin-4-yl}-1-oxo-2,3-dihydro-1H-isoindol-2-yl)acethydrazide ClC=1C(=NC(=NC1)NC1CCOCC1)C1=CC=C2CN(C(C2=C1)=O)CC(=O)NN